[C@H]12N(C[C@H](NC1)C2)CCN2C1=C(OC3=C2N=CC(=C3)C=3C=C2C=NNC2=CC3)C=C(C=C1)C=1C=C3C=NNC3=CC1 10-(2-((1R,4R)-2,5-diazabicyclo[2.2.1]heptan-2-yl)ethyl)-3,7-di(1H-indazol-5-yl)-10H-benzo[b]pyrido[2,3-e][1,4]oxazine